C(C)(C)(C)OC(CCOCCOCCN=[N+]=[N-])=O.N1C(=NC=C1)[2H] imidazole-d1 tert-butyl-1-azido-3,6-dioxanonan-9-oate